3-(3-chlorobenzyloxy)-N-(pyridin-3-yl)thiophene-2-carboxamide ClC=1C=C(COC2=C(SC=C2)C(=O)NC=2C=NC=CC2)C=CC1